O1N=C(C2=C1C=CC=C2)C2CCN(CC2)CC=2C=C1CN(C(C1=CC2)=O)C2C(NC(CC2)=O)=O 3-(5-((4-(Benzo[d]isoxazol-3-yl)piperidin-1-yl)methyl)-1-oxoisoindolin-2-yl)piperidine-2,6-dione